Benzoic acid, hept-2-yl ester C(C1=CC=CC=C1)(=O)OC(C)CCCCC